CN1N=CC(=C1)C1=CC=C(C=C1)C1=NNC2=NC=C(C=C21)C2=CC=C(C=C2)N2CCN(CC2)C 3-(4-(1-methyl-1H-pyrazol-4-yl)phenyl)-5-(4-(4-methylpiperazin-1-yl)phenyl)-1H-pyrazolo[3,4-b]pyridine